ClCCCC=O 4-chlorobutan-1-one